NC(C(C1CCCCCCC1)NC(=O)C=1N(N=CC1)C)=O N-(2-amino-1-cyclooctyl-2-oxoethyl)-2-methylpyrazole-3-carboxamide